1,2,3-benzotriazole-1-carbaldehyde N1(N=NC2=C1C=CC=C2)C=O